C(C)(C)(C)OC(=O)N1[C@@H](C[C@H](C1)N(C(=O)C=1OC(=CN1)C1=C(C=CC(=C1)C#N)F)C1CC1)CN1N=NC=C1 (2s,4r)-2-((1H-1,2,3-triazol-1-yl)methyl)-4-(5-(5-cyano-2-fluorophenyl)-N-cyclopropyloxazole-2-carboxamido)pyrrolidine-1-carboxylic acid tert-butyl ester